C(C)(C)(C)P(C(C)(C)C)C(C)(C)C Tri-tert-butylphosphine